3-(diethoxyphosphoryloxy)-1,2,3-benzotriazine-4(3H)-one C(C)OP(=O)(OCC)ON1N=NC2=C(C1=O)C=CC=C2